C(#N)CC1(CN(C1)C1CCN(CC1)C(=O)C1=C(C=C(C#N)C=C1F)F)N1C=C(C=C1)C=1C2=C(N=CN1)NC=C2 4-[(4-{3-(cyanomethyl)-3-[3-(7H-pyrrolo[2,3-d]pyrimidin-4-yl)-1H-pyrrol-1-yl]azetidin-1-yl}piperidin-1-yl)carbonyl]-3,5-difluorobenzonitrile